5,5-dichloro-3-cyano-4-methylpyridine ClC1(C(C(=CN=C1)C#N)C)Cl